Br[Zn]C1(CC1)OOC bromo-(1-methoxyoxycyclopropyl)zinc